(2S,6S)-2-(cyanomethyl)-6-methyl-4-((4-nitrophenyl)sulfonyl)piperazine-1-carboxylic acid benzyl ester C(C1=CC=CC=C1)OC(=O)N1[C@H](CN(C[C@@H]1C)S(=O)(=O)C1=CC=C(C=C1)[N+](=O)[O-])CC#N